3-iodo-6-methyl-4-oxo-2-phenyl-chromen IC1=C(OC2=CC=C(C=C2C1=O)C)C1=CC=CC=C1